NC1=C(C(=NN1CC1CCCCC1)C1=CC=C(C=C1)CNC(C1=C(C=CC=C1)OC)=O)C(=O)N 5-amino-1-(cyclohexylmethyl)-3-[4-[[(2-methoxybenzoyl)amino]methyl]phenyl]pyrazole-4-carboxamide